5-bromo-N,N-dimethyl-pyrrolo[3,2-b]pyridine-1-sulfonamide BrC1=CC=C2C(=N1)C=CN2S(=O)(=O)N(C)C